BrC1=NNC2=NC=NC(=C21)C#N 3-bromo-1H-pyrazolo[3,4-d]pyrimidine-4-carbonitrile